O(P([O-])(=O)OP(=O)([O-])[O-])CCCCCCCCOC(C=C)=O acryloyloxyoctyl pyrophosphate